NC1=CC=CC2=C1C=1N(CO2)C2=C(C1)C=NC=N2 1-amino-6H-benzo[e]pyrimido[5',4':4,5]pyrrolo[1,2-c][1,3]oxazine